6-bromo-3H-imidazo[4,5-b]pyridine-2-thiol BrC=1C=C2C(=NC1)NC(=N2)S